methyl 4-(2-(4-(2-(4-chloro-2-fluorophenyl)-2-methylbenzo[d][1,3]dioxol-4-yl)-2,5-difluorophenyl)acetamido)-3-((((S)-oxetan-2-yl)methyl)amino)benzoate ClC1=CC(=C(C=C1)C1(OC2=C(O1)C=CC=C2C2=CC(=C(C=C2F)CC(=O)NC2=C(C=C(C(=O)OC)C=C2)NC[C@H]2OCC2)F)C)F